ClC1=C(COC=2C=C(C=C(C=O)C2)C=O)C=CC=C1 5-(2-chlorobenzyloxy)isophthalaldehyde